NC1=C(C=C(C=C1C(=O)NC1=CC(=C(C=C1)O)O)C1=CC=C(C=C1)Cl)C1=CC=C(C=C1)S(N)(=O)=O 4'-amino-4-chloro-N-(3,4-dihydroxyphenyl)-4''-sulfamoyl-[1,1':3',1''-terphenyl]-5'-carboxamide